tert-butyl (2-(2-((6-((2R,3R,4R,5R,6R)-3-acetamido-4,5-dihydroxy-6-(hydroxymethyl)tetrahydro-2H-pyran-2-yl)hexa-2,4-diyn-1-yl)oxy)ethoxy)ethyl)carbamate C(C)(=O)N[C@H]1[C@H](O[C@@H]([C@@H]([C@@H]1O)O)CO)CC#CC#CCOCCOCCNC(OC(C)(C)C)=O